P(=O)(O)(O)OCCN(C(OC)=O)C1=NC=CC=C1COP(=O)(O)O methyl (2-(phosphonooxy)ethyl)(3-((phosphonooxy)methyl)pyridin-2-yl)carbamate